1-({(5S,7S)-2-oxo-3-[(3-phenyl-1H-1,2,4-triazol-5-yl)methyl]-1-oxa-3-azaspiro[4.5]dec-7-yl}methyl)-1H-benzimidazole-6-carbonitrile O=C1O[C@]2(CN1CC1=NC(=NN1)C1=CC=CC=C1)C[C@H](CCC2)CN2C=NC1=C2C=C(C=C1)C#N